N(CC=1C=CC2=C(SC(=C2)CC(C(=O)O)C2CNCC2)C1)(CC=1C=CC2=C(SC(=C2)CC(C(=O)O)C2CNCC2)C1)CC=1C=CC2=C(SC(=C2)CC(C(=O)O)C2CNCC2)C1 3,3',3''-((nitrilotris(methylene))tris(benzo[b]thiophene-6,2-diyl))tris(2-(pyrrolidin-3-yl)propanoic acid)